molybdenum-titanium-zirconium [Zr].[Ti].[Mo]